CS(=O)(=O)C1=NN2C(C=N1)=CC=C2C2=NC=C(C=C2)C 2-{2-methanesulfonylpyrrolo[2,1-f][1,2,4]triazin-7-yl}-5-methylpyridine